FC1=C(OC2=C1C1=C(C=C2OC)SC(=C1)C(CP(OC)(OC)=O)=O)C dimethyl (2-(1-fluoro-4-methoxy-2-methylthieno[3,2-e]benzofuran-7-yl)-2-oxoethyl)phosphonate